C1(CCCCO1)=O pentanolide